CC1CCC2CC3CCC12C3 3-METHYLOCTAHYDRO-3A,6-METHANOINDEN